4-[[3-[[4-[2-(2,6-dioxo-3-piperidinyl)-1,3-dioxo-isoindolin-5-yl]piperazin-1-yl]methyl]-1-bicyclo[1.1.1]pentyl]methyl]piperazine-1-carboxylic acid benzyl ester C(C1=CC=CC=C1)OC(=O)N1CCN(CC1)CC12CC(C1)(C2)CN2CCN(CC2)C=2C=C1C(N(C(C1=CC2)=O)C2C(NC(CC2)=O)=O)=O